ClC1=CC(=C(C=C1)[C@@]1(OC2=C(O1)C=CC=C2C2CCNCC2)C)F (S)-4-(2-(4-chloro-2-fluorophenyl)-2-methylbenzo[d][1,3]dioxol-4-yl)piperidine